2-(4-bromo-2-chloro-3-methoxyphenyl)acetonitrile BrC1=C(C(=C(C=C1)CC#N)Cl)OC